FC=1C(=NC=NC1N(CC1=CC=C(C=C1)N1N=CC=C1)C)NCC1=CC=C(C=C1)S(=O)(=O)O 4-[[[5-fluoro-6-[methyl-[(4-pyrazol-1-ylphenyl)methyl]amino]pyrimidin-4-yl]amino]methyl]benzene-sulfonic acid